6-(2-amino-6-fluoro-5-(4-(piperazin-1-yl)phenyl)pyridin-3-yl)-3,4-dihydroisoquinolin-1(2H)-one TFA salt OC(=O)C(F)(F)F.NC1=NC(=C(C=C1C=1C=C2CCNC(C2=CC1)=O)C1=CC=C(C=C1)N1CCNCC1)F